BrC=1C=C2C=C(N=CC2=C(C1)Cl)NC(=O)C1C(C1)F N-(6-bromo-8-chloro-3-isoquinolinyl)-2-fluoro-cyclopropanecarboxamide